FC(C=1C=CC(=NC1)C=1C=NC(=C2C=CC=NC12)NC[C@]1(COCC1)O)(F)F |r| racemic-3-(((8-(5-(trifluoromethyl)pyridin-2-yl)-1,6-naphthyridin-5-yl)amino)methyl)tetrahydrofuran-3-ol